5-[(4-fluoro-1-methylpiperidin-4-yl)carbonyl]-N-(5-fluoro-2-methylpyrimidin-4-yl)-6,6-dimethyl-1,4,5,6-tetrahydropyrrolo[3,4-c]pyrazol-3-amine FC1(CCN(CC1)C)C(=O)N1C(C=2NN=C(C2C1)NC1=NC(=NC=C1F)C)(C)C